4-(3-((R)-3-aminopiperidin-1-carbonyl)-1-(2-fluoro-4-(3-methylpiperidin-1-yl)phenyl)-1H-pyrazol-5-yl)-2-fluorobenzonitrile N[C@H]1CN(CCC1)C(=O)C1=NN(C(=C1)C1=CC(=C(C#N)C=C1)F)C1=C(C=C(C=C1)N1CC(CCC1)C)F